2,6-dimethyl-5-(tert-butylamino)-4-hepten-3-one CC(C)C(C=C(C(C)C)NC(C)(C)C)=O